C(\C=C(/C)\CCC=C(C)C)OC(C=1C(N)=CC=CC1)=O Geranylanthranilat